FC1=CC2=C(C=3C=NC=NC13)COC2 5-fluoro-7,9-dihydrofuro[3,4-f]quinazolin